1,13-bis(diphenylphosphino)-7,8-dihydro-6H-dibenzo[f,h][1,5]dioxonin C1(=CC=CC=C1)P(C1=CC=CC=2OCCCOC3=C(C21)C(=CC=C3)P(C3=CC=CC=C3)C3=CC=CC=C3)C3=CC=CC=C3